BrC=1C=C2\C(\CCOC2=CC1)=N\[S@@](=O)C(C)(C)C (S,E)-N-(6-bromochroman-4-ylidene)-2-methylpropane-2-sulfinamide